C1(CC1)C(=O)C12CN(CC(NC1)C2)C2=NC=CC(=N2)OC (cyclopropanecarbonyl)-3-(4-methoxypyrimidin-2-yl)-3,6-diazabicyclo[3.2.1]octan